Chloro-6-methoxypyridin ClC1=NC(=CC=C1)OC